CN1N=CC=2C1=NC(=CC2N2CC1=C(CC2)N(N=C1C)CC12CCC(CC1)(CC2)N(C)C)C 4-((5-(1,6-dimethyl-1H-pyrazolo[3,4-b]pyridin-4-yl)-3-methyl-4,5,6,7-tetrahydro-1H-pyrazolo[4,3-c]pyridin-1-yl)methyl)-N,N-dimethylbicyclo[2.2.2]octan-1-amine